BrC=1C(=C(C(=C2C=NNC12)C1=CC=2N(C=C1)N=C(C2)NC(=O)C2C(C2)F)Cl)F N-(5-(7-bromo-5-chloro-6-fluoro-1H-indazol-4-yl)pyrazolo[1,5-a]pyridin-2-yl)-2-fluorocyclopropane-1-carboxamide